ClP(=O)(OC1=CC=CC2=CC=CC=C12)N[C@@H](C)C(=O)OCC1=CC=CC=C1 benzyl (chloro(naphthalen-1-yloxy)phosphoryl)-L-alaninate